(2-(2-(but-2-en-2-yl)naphthalen-1-yl)-4-methylphenyl)diphenylphosphine CC(=CC)C1=C(C2=CC=CC=C2C=C1)C1=C(C=CC(=C1)C)P(C1=CC=CC=C1)C1=CC=CC=C1